6-fluoro-N-(3-(2-iodo-4-(perfluoropropan-2-yl)-6-(trifluoromethyl)phenylcarbamoyl)-2-fluorophenyl)-nicotinamide FC1=NC=C(C(=O)NC2=C(C(=CC=C2)C(NC2=C(C=C(C=C2C(F)(F)F)C(C(F)(F)F)(C(F)(F)F)F)I)=O)F)C=C1